ClC=1C=CC(=C(C1)C1=CC(=NC=C1OC)OC)N1N=NC(=C1)C1=NC=CC=C1 4-(5-chloro-2-(4-(pyridin-2-yl)-1H-1,2,3-triazol-1-yl)phenyl)-2,5-dimethoxypyridine